(R)-2-Methyl-N-[(1S)-1-(1-methyl-1H-indazol-4-yl)ethyl]propane-2-sulfinamide CC(C)(C)[S@@](=O)N[C@@H](C)C1=C2C=NN(C2=CC=C1)C